1-(2-aminopyridin-4-yl)ethanone NC1=NC=CC(=C1)C(C)=O